FC1(CC(N(CC1)C(=O)OCC1=CC=CC=C1)C1=C(C=CC=C1)CN1C(NC(C2=C1C=CN2)=O)=S)F benzyl 4,4-difluoro-2-(2-((4-oxo-2-thioxo-2,3,4,5-tetrahydro-1H-pyrrolo[3,2-d]pyrimidin-1-yl)methyl)phenyl)piperidine-1-carboxylate